ClC1=C(C(=CC=C1Cl)OC)C1CC=2N(CC1)C=C(N2)CCO 2-(7-(2,3-dichloro-6-methoxyphenyl)-5,6,7,8-tetrahydroimidazo[1,2-a]pyridin-2-yl)ethan-1-ol